5-Hydroxymethyl-2-Furoic acid OCC1=CC=C(O1)C(=O)O